C1(CC1)C(=O)NC1=NC=C(C(=O)NC([2H])([2H])[2H])C(=C1)NC1=C2N([C@@H](C=3N(C2=CC(=C1)F)N=C(N3)C)C)C (R)-6-(cyclopropanecarboxamido)-4-((8-fluoro-2,4,5-trimethyl-4,5-dihydro-[1,2,4]triazolo[1,5-a]quinoxalin-6-yl)amino)-N-(methyl-d3)nicotinamide